C1(CC2C(CC1)O2)CC[SiH](O[Si](C)(C)C)C 2-(3,4-epoxycyclohexyl)ethyltetramethyldisiloxane